tetranitroquinoline monooxide [N+](=O)([O-])C1=C2C(=C(C(=[N+](C2=CC=C1)[O-])[N+](=O)[O-])[N+](=O)[O-])[N+](=O)[O-]